NC(CCO)C 3-aminobutane-1-ol